3-chloro-N-(6-oxo-1-phenyl-1,6-dihydropyridin-3-yl)benzamide ClC=1C=C(C(=O)NC2=CN(C(C=C2)=O)C2=CC=CC=C2)C=CC1